1-(4-(5-(3,4-dihydroquinolin-1(2H)-yl)-8-(((2S,4R)-4-fluoro-1-methylpyrrolidin-2-yl)methoxy)-3,4-dihydro-2H-pyrano[2,3-f]quinazolin-10-yl)piperazin-1-yl)prop-2-en-1-one N1(CCCC2=CC=CC=C12)C1=C2C(=C3C(=NC(=NC3=C1)OC[C@H]1N(C[C@@H](C1)F)C)N1CCN(CC1)C(C=C)=O)OCCC2